C(C)C=1C(NC2=CC=CN=C2C1)=O 3-ethyl-1,5-naphthyridin-2(1H)-one